2-(3-(2,4-difluorophenoxy)phenyl)-5-(2-methylpyridin-4-ylamino)isoindolin-1-one FC1=C(OC=2C=C(C=CC2)N2C(C3=CC=C(C=C3C2)NC2=CC(=NC=C2)C)=O)C=CC(=C1)F